(S)-3-Methoxypiperidine HCl Cl.CO[C@@H]1CNCCC1